ClC=1N=NC(=C(N1)N1C[C@@H](CC1)CN1CC2(C1)CCC(CC2)NS(=O)(=O)CC)OC2=C(C(=O)N(C(C)C)C(C)C)C=C(C=C2)F (S)-2-((3-chloro-5-(3-((7-(ethanesulfonamido)-2-azaspiro[3.5]nonan-2-yl)methyl)pyrrolidin-1-yl)-1,2,4-Triazin-6-yl)oxy)-5-fluoro-N,N-diisopropylbenzamide